2-[2-chloro-4-(4-chlorophenoxy)phenyl]-2-hydroxy-3-(1,2,4-triazol-1-yl)propanoic acid ClC1=C(C=CC(=C1)OC1=CC=C(C=C1)Cl)C(C(=O)O)(CN1N=CN=C1)O